tert-Butyl 3-(2-methoxyethylcarbamoyl)piperidine-1-carboxylate COCCNC(=O)C1CN(CCC1)C(=O)OC(C)(C)C